8-bromo-6-(2-fluoro-6-methyl-phenyl)-2-[[1-(1-methyl-4-piperidyl)pyrazol-4-yl]amino]pyrido[4,3-d]pyrimidin-5-one BrC1=CN(C(C2=C1N=C(N=C2)NC=2C=NN(C2)C2CCN(CC2)C)=O)C2=C(C=CC=C2C)F